C(#C)C1=C2C=CC(=CC2=CC=C1F)O 5-ethynyl-6-fluoroNaphthalene-2-ol